N-[3-(benzyloxy)-1-[(1r,4r)-4-[(2R,6S)-2,6-dimethylmorpholin-4-yl]cyclohexyl]-1H-pyrazol-4-yl]-5-(4-chloro-3-{[(2S)-1-(1H-tetrazol-1-yl)propan-2-yl]oxy}phenyl)pyrimidin-2-amine C(C1=CC=CC=C1)OC1=NN(C=C1NC1=NC=C(C=N1)C1=CC(=C(C=C1)Cl)O[C@H](CN1N=NN=C1)C)C1CCC(CC1)N1C[C@H](O[C@H](C1)C)C